N-[[6-(3-Chloro-5-fluorophenoxy)-2-pyridyl]sulfonyl]-2-(2,2,4-trimethylpyrrolidin-1-yl)pyridin-3-carboxamid ClC=1C=C(OC2=CC=CC(=N2)S(=O)(=O)NC(=O)C=2C(=NC=CC2)N2C(CC(C2)C)(C)C)C=C(C1)F